amino-N-(5-cyclopropyl-2-morpholinyloxazolo[4,5-b]pyridin-6-yl)-[2,3'-bipyridine]-6-carboxamide hydrochloride Cl.NC=1C(=NC(=CC1)C(=O)NC=1C=C2C(=NC1C1CC1)N=C(O2)N2CCOCC2)C=2C=NC=CC2